4-(cyclohexylamino)-1-Butanesulfonic acid C1(CCCCC1)NCCCCS(=O)(=O)O